C(C)OC(CN(C(=O)C1(CC1)NC(=O)OC(C)(C)C)CC1=CC=CC=C1)=O 2-(N-benzyl-1-((tert-Butoxycarbonyl)amino)cyclopropanecarboxamido)acetic acid ethyl ester